ClC=1C=C(C=CC1OC)N1C(CCC[C@H]1C1=NC2=C(N1C1CCC(CC1)O)C=CC(=C2)C=2C(=NOC2C)C)=O (S)-1-(3-chloro-4-methoxyphenyl)-6-(5-(3,5-dimethylisoxazol-4-yl)-1-((1r,4S)-4-hydroxycyclohexyl)-1H-benzo[d]imidazol-2-yl)piperidin-2-one